1-(2-(Methacryloyloxy)-3-furfuryloxy-propan-1-yl)-3-methyl-1H-imidazolium iodid [I-].C(C(=C)C)(=O)OC(CN1C=[N+](C=C1)C)COCC1=CC=CO1